5-fluoro-3-[3-(4-methoxycarbonyl-phenyl)-isoxazol-5-yl]-6-(2-methoxy-ethoxy)-indazole-1-carboxylic acid tert-butyl ester C(C)(C)(C)OC(=O)N1N=C(C2=CC(=C(C=C12)OCCOC)F)C1=CC(=NO1)C1=CC=C(C=C1)C(=O)OC